bromine (2-methylpropyl)magnesium CC(C[Mg])C.[Br]